(S)-3-methyl-2-(7-vinyl-4,5-dihydro-3H-naphtho[1,2-d][1,2,3]triazol-3-yl)butanoate CC([C@@H](C(=O)[O-])N1N=NC2=C1CCC1=CC(=CC=C12)C=C)C